2-(2-(benzyloxy)-5-chloro-4-methoxyphenyl)-4H-pyran-4-one C(C1=CC=CC=C1)OC1=C(C=C(C(=C1)OC)Cl)C=1OC=CC(C1)=O